FC1=C(SC(=C1)C=1SC=CC1C(=O)OCC(CCCCCC)CCCC)C1=C(C=C(S1)C=1SC=CC1C(=O)OCC(CCCCCC)CCCC)F bis(2-butyloctyl) 3'',4'-difluoro-[2,2':5',2'':5'',2'''-quaterthiophene]-3,3'''-dicarboxylate